C1(=CC=CC2=CC=CC=C12)SC1=CC=CC2=CC=CC=C12 di-1-naphthyl sulfide